(2S,3R,5S)-2-(((tert-butyldimethylsilyl)oxy)methyl)-5-(5-methyl-2,4-dioxo-3,4-dihydropyrimidin-1(2H)-yl)tetrahydrofuran-acetic acid [Si](C)(C)(C(C)(C)C)OC[C@@]1(O[C@@H](CC1)N1C(NC(C(=C1)C)=O)=O)CC(=O)O